5-(4-Aminobutyl)-3-chloro-10-(3-hydroxypropyl)-5,10-dihydro-11H-dibenzo[b,e][1,4]diazepin-11-one NCCCCN1C2=C(N(C(C3=C1C=C(C=C3)Cl)=O)CCCO)C=CC=C2